3-(4-(tert-butoxy)-3-fluorophenyl)propanoic acid C(C)(C)(C)OC1=C(C=C(C=C1)CCC(=O)O)F